N-((4-chloro-2',3',4',6,6'-pentafluoro-[1,1-biphenyl]-3-yl)sulfonyl)cyclopropanecarboxamide ClC1=C(C=C(C(=C1)F)C1=C(C(=C(C=C1F)F)F)F)S(=O)(=O)NC(=O)C1CC1